BrC1=CC(=C(C(=C1)F)[C@H]1N([C@@H](CC2=CC(=CC=C12)P(C)(C)=O)C)CC(C)(C)F)F ((1S,3R)-1-(4-bromo-2,6-difluorophenyl)-2-(2-fluoro-2-methylpropyl)-3-methyl-1,2,3,4-tetrahydroisoquinolin-6-yl)dimethylphosphine oxide